Cl.Cl.Cl.N[C@H](C(=O)O)CC1=CC=C(C=C1)OCC(CN1CCC(CC1)=C1C2=C(CCC=3C1=NC=CC3)C=C(C=C2)Cl)O (2S)-2-amino-3-(4-(3-(4-(8-chloro-5,6-dihydro-11H-benzo-[5,6]cyclohepta[1,2-b]pyridin-11-ylidene)-piperidin-1-yl)-2-hydroxypropoxy)-phenyl)propionic acid trihydrochloride